FC1=CC(=C(C=C1)C=1C2=C(C(=NC1C1=NN3C(CN(CC3)C(=O)OC(C)(C)C)=N1)OS(=O)(=O)C(F)(F)F)C=CS2)OCCOC tert-butyl 2-[7-[4-fluoro-2-(2-methoxyethoxy)phenyl]-4-(trifluoromethylsulfonyloxy)thieno[3,2-c]pyridin-6-yl]-6,8-dihydro-5H-[1,2,4]triazolo[1,5-a]pyrazine-7-carboxylate